1-(4-chloro-2-fluorophenyl)-4-(4-fluorobenzyl)-3-(3-hydroxycyclobutyl)piperazine-2,5-dione ClC1=CC(=C(C=C1)N1C(C(N(C(C1)=O)CC1=CC=C(C=C1)F)C1CC(C1)O)=O)F